ethyl 5-(4-cyanophenyl)-[1,2,4]triazolo[1,5-a]pyridine-7-carboxylate C(#N)C1=CC=C(C=C1)C1=CC(=CC=2N1N=CN2)C(=O)OCC